Trans-1-(3-carboxy-4-hydroxyphenyl)-2-(2,5-dihydroxyphenyl)ethylene C(=O)(O)C=1C=C(C=CC1O)\C=C\C1=C(C=CC(=C1)O)O